1-(4-(4-(3-(3-fluorophenyl)-1-tosyl-1H-pyrrolo[2,3-b]pyridin-5-yl)-3-methoxy-1H-pyrazol-1-yl)piperidin-1-yl)ethan-1-one FC=1C=C(C=CC1)C1=CN(C2=NC=C(C=C21)C=2C(=NN(C2)C2CCN(CC2)C(C)=O)OC)S(=O)(=O)C2=CC=C(C)C=C2